CC1=C(C=C(C=C1)CN1CCOCC1)NC(C1=CC=C(C=C1)NC1=NC=C(C(=N1)C=1C=NC(=CC1)C(F)(F)F)SC)=O N-(2-methyl-5-morpholin-4-ylmethyl-phenyl)-4-[5-methylsulfanyl-4-(6-trifluoromethyl-pyridin-3-yl)-pyrimidin-2-ylamino]-benzamide